C(C1=CC=CC=C1)OC(=O)Cl.ClC1=NC(=CC(=C1)C(C)(C)NC(OCC1=CC=CC=C1)=O)Cl benzyl (2-(2,6-dichloropyridin-4-yl)propan-2-yl)carbamate Benzyl-chloroformate